2-(4-fluorophenyl)-6-methyl-3-(6-methyl-1H-pyrazolo[3,4-b]pyridin-4-yl)-6,7-dihydro-5H-pyrazolo[5,1-b][1,3]oxazine FC1=CC=C(C=C1)C1=NN2C(OCC(C2)C)=C1C1=C2C(=NC(=C1)C)NN=C2